BrC=1N=C(C(=NC1)N1CC(CC1)NC(OC(C)(C)C)=O)C tert-butyl N-[1-(5-bromo-3-methylpyrazin-2-yl)pyrrolidin-3-yl]carbamate